FC=1C=C(C=CC1)[C@@H]1CN(CC1)C(=O)OC(C)(C)C tert-butyl (R)-3-(3-fluorophenyl)pyrrolidine-1-carboxylate